C1(CCCCC1)C(C(=O)NC1CCCCC1)N1C(=NC2=C1C=CC=C2)C2=CC=C(C=C2)C=C 2,N-dicyclohexyl-2-[2-(4-vinyl-phenyl)-benzimidazol-1-yl]-acetamide